tert-butyl 6-((1R,2S)-1'-(tert-butoxycarbonyl)-5'-methoxy-2'-oxospiro[cyclopropane-1,3'-indolin]-2-yl)-3-((5-chloropyrimidin-4-yl)amino)-1H-indazole-1-carboxylate C(C)(C)(C)OC(=O)N1C([C@@]2(C3=CC(=CC=C13)OC)[C@@H](C2)C2=CC=C1C(=NN(C1=C2)C(=O)OC(C)(C)C)NC2=NC=NC=C2Cl)=O